(5-methyl-2-oxo-1,3-dioxol-4-yl) methyl-4-nitrophenyl carbonate C(OC=1OC(OC1C)=O)(OC1=C(C=C(C=C1)[N+](=O)[O-])C)=O